C(C1=CC=CC=C1)C1=NC(=CC(=N1)C(=O)NC1=CC(=CC2=CC=CC=C12)O)N1C[C@@H](NCC1)CC#N 2-benzyl-6-[(3S)-3-(cyanomethyl)piperazin-1-yl]-N-(3-hydroxy-1-naphthyl)pyrimidine-4-carboxamide